C(C)[C@@H]1COC2=C3C4=C(N(C(N14)=O)C)C=NC3=CC(=C2C=2C=NC(=CC2)OCCCN2CCCCC2)F (R)-10-ethyl-6-fluoro-2-methyl-7-(6-(3-(piperidin-1-yl)propoxy)pyridin-3-yl)-9,10-dihydro-8-oxa-2,4,10a-triazanaphtho[2,1,8-cde]azulen-1(2H)-one